C[C@H](CC#C)C[N+](=O)[O-] (4R)-4-methyl-5-nitro-pent-1-yne